C1(CC1)N1N=CC(=C1)C=1C(=NC=C(N1)C1=CC=C(C=C1)C(F)F)NN (1-cyclopropyl-1H-pyrazol-4-yl)-5-(4-(difluoromethyl)phenyl)-2-hydrazinopyrazine